Racemic-6-(3-(3-((1-phenylethyl)thio)propanoyl)-3,8-diazabicyclo[3.2.1]octan-8-yl)nicotinonitrile C1(=CC=CC=C1)C(C)SCCC(=O)N1CC2CCC(C1)N2C2=NC=C(C#N)C=C2